2-amino-4-ethyl-thiazole-5-carboxylic acid methyl ester COC(=O)C1=C(N=C(S1)N)CC